2-oxo-4-hydroxybutyrate O=C(C(=O)[O-])CCO